Cl.C(C)C1=CC=C(C=C1)NC1N(C(=NC(=N1)N)N1CCCC1)C1=CC=C(C=C1)F N-(4-Ethylphenyl)-N1-(4-fluorophenyl)-6-pyrrolidin-1-yl-[1,3,5]triazine-2,4-diamine hydrochloride